FC=1C=C(C=CC1F)N1N=C(C(=C1)[C@H]1O[C@@H](C(N1CCC=1C=C2CC(NC2=CC1)=O)=O)C)C1=CSC=C1 (2R,5R)-2-(1-(3,4-difluorophenyl)-3-(thiophen-3-yl)-1H-pyrazol-4-yl)-5-methyl-3-(2-(2-oxoindolin-5-yl)ethyl)oxazolidin-4-one